N=1C=NN2C1CCCC2 5,6,7,8-tetrahydro-[1,2,4]triazolo[1,5-a]pyridine